diethylene glycol bis(β-(3-tert-butyl-4-hydroxy-5-methylphenyl) propionate) C(C)(C)(C)C=1C=C(C=C(C1O)C)CCC(=O)OCCOCCOC(CCC1=CC(=C(C(=C1)C)O)C(C)(C)C)=O